9-chloro-2-(4-methoxyphenyl)[1,2,4]triazolo[1,5-c]quinazolin ClC1=CC=2C=3N(C=NC2C=C1)N=C(N3)C3=CC=C(C=C3)OC